4-bromophenyl-boronic acid BrC1=CC=C(C=C1)B(O)O